C1(=CC=CC=C1)C1=C(C(N)(N)C2=CC=CC=C2)C=CC=C1 diphenyl-toluenediamine